1-(4-(4-(6-(2-aminopyridin-4-yl)quinolin-4-yl)phenyl)piperazin-1-yl)ethan-1-one NC1=NC=CC(=C1)C=1C=C2C(=CC=NC2=CC1)C1=CC=C(C=C1)N1CCN(CC1)C(C)=O